C[C@]12CC(C[C@](CC1)(N2)C)N(C2=CC=C(N=N2)C2=C(C=C(C=C2F)C=2C=NNC2)O)C 2-(6-(((1R,3S,5S)-1,5-dimethyl-8-azabicyclo[3.2.1]octan-3-yl)(methyl)amino)pyridazin-3-yl)-3-fluoro-5-(1H-pyrazol-4-yl)phenol